C(C)(C)OC(=O)CCC(=O)O 3-(isopropoxycarbonyl)propionic acid